N-n-undecanoyl-glycine C(CCCCCCCCCC)(=O)NCC(=O)O